C=1(N=CN2C1C=CC=C2)CC(C)N 1-(imidazo[1,5-a]pyridin-1-yl)propan-2-amine